((4-((R)-2-(4-carbamoyl-2-fluorophenyl)-2H-chromen-8-yl)piperidin-1-yl)methyl)-1-(((S)-oxetan-2-yl)methyl)-1H-benzo[d]imidazole-6-carboxylic acid C(N)(=O)C1=CC(=C(C=C1)[C@@H]1OC2=C(C=CC=C2C=C1)C1CCN(CC1)CC1=NC2=C(N1C[C@H]1OCC1)C=C(C=C2)C(=O)O)F